C(#N)C[C@@H](NC(CC1CC(C1)(F)F)=O)C1=CC=2N(N=C1)C=C(N2)[C@H](C2CCC(CC2)(F)F)NC(OC(C)(C)C)=O |o1:3| tert-Butyl ((S)-(7-((R*)-2-cyano-1-(2-(3,3-difluorocyclobutyl)acetamido)ethyl)imidazo[1,2-b]pyridazin-2-yl)(4,4-difluorocyclohexyl)methyl)carbamate